OC1=C(C=C(C=C1)CC=O)OC 2-(4-Hydroxy-3-methoxyphenyl)acetaldehyd